(RS)-1-(4-Chloro-phenyl)-3-[4-(2-piperidin-3-yl-ethyl)-phenyl]-urea ClC1=CC=C(C=C1)NC(=O)NC1=CC=C(C=C1)CC[C@H]1CNCCC1 |r|